(R)-2-fluoro-4-(1-methyl-1H-pyrazol-4-yl)-N-(8-methylisoquinolin-1-yl)-N-(piperidin-3-yl)benzamide FC1=C(C(=O)N([C@H]2CNCCC2)C2=NC=CC3=CC=CC(=C23)C)C=CC(=C1)C=1C=NN(C1)C